O1C(CCCC1)N1N=CC=C1B1OC(C)(C)C(C)(C)O1 1-(tetrahydro-2H-pyran-2-yl)-1H-pyrazol-5-boronic acid pinacol ester